BrC=1C=C2C=CNC(C2=CC1[N+](=O)[O-])=O 6-bromo-7-nitroisoquinolin-1(2H)-one